ClC=1C=C(C=C(C1OC=1C=C2C=C(C=NC2=CC1)C)Cl)N1N=C(C(NC1=O)=O)C#N 2-(3,5-dichloro-4-((3-methylquinolin-6-yl)oxy)phenyl)-3,5-dioxo-2,3,4,5-tetrahydro-1,2,4-triazine-6-carbonitrile